[O-2].[O-2].[Ti+4].[Al+3].[Au+3] gold-aluminum-titanium dioxide